COCCN1C(=NC2=C1C=C(C=C2)C(=O)O)CN2CCC(CC2)C2=NC(=CC=C2)OCC2=C1C=NN(C1=CC=C2)C 1-(2-methoxyethyl)-2-((4-(6-((1-methyl-1H-indazol-4-yl)methoxy)pyridin-2-yl)piperidin-1-yl)methyl)-1H-benzo[d]imidazole-6-carboxylic acid